FC1(CCN(CC1)C1=NC(=CC(=N1)C1=NN=C(O1)C1=C(C=C(C=C1)NS(=O)(=O)C1CC1)N1CCC2(CC2)CC1)C)F N-(4-(5-(2-(4,4-Difluoropiperidin-1-yl)-6-methylpyrimidin-4-yl)-1,3,4-oxadiazol-2-yl)-3-(6-azaspiro[2.5]octan-6-yl)phenyl)cyclopropanesulfonamide